ethyl (R)-4-(8-(4-(3-amino-3-methylpiperidin-1-yl)-8-fluoro-2-methylpyrido[4,3-d]pyrimidin-7-yl)-2-fluoro-6-(methoxymethoxy)naphthalen-1-yl)butanoate N[C@]1(CN(CCC1)C=1C2=C(N=C(N1)C)C(=C(N=C2)C=2C=C(C=C1C=CC(=C(C21)CCCC(=O)OCC)F)OCOC)F)C